(tolylisopropenyl)iodonium tetrakis(pentafluorophenyl)borate FC1=C(C(=C(C(=C1[B-](C1=C(C(=C(C(=C1F)F)F)F)F)(C1=C(C(=C(C(=C1F)F)F)F)F)C1=C(C(=C(C(=C1F)F)F)F)F)F)F)F)F.C1(=C(C=CC=C1)C=C(C)[IH+])C